Cl.Cl.NCC1=CC=C(C=C1)C=1N(N=C2C1N=CN(C2=O)CC2(CCN(CC2)CC2=C(C=C(C=C2)C=2OC=CC2)O)O)C 3-(4-(aminomethyl)phenyl)-6-((1-(4-(furan-2-yl)-2-hydroxybenzyl)-4-hydroxypiperidin-4-yl)methyl)-2-methyl-2,6-dihydro-7H-pyrazolo[4,3-d]pyrimidin-7-one dihydrochloride